(4-t-Butoxycarbonylamino-2,6-dimethylphenyl)acrylamide C(C)(C)(C)OC(=O)NC1=CC(=C(C(=C1)C)C(C(=O)N)=C)C